1-(3-(N-(4-(diethylamino)butyl)nonanamido)-2-((oleoyloxy)methyl)propyl) 8-(heptadecan-9-yl) octanedioate C(CCCCCCC(=O)OC(CCCCCCCC)CCCCCCCC)(=O)OCC(CN(C(CCCCCCCC)=O)CCCCN(CC)CC)COC(CCCCCCC\C=C/CCCCCCCC)=O